FC=1C=CC=C(C(=O)NC2CCOCC2)C1 5-fluoro-N-(oxan-4-yl)benzamide